tert-butyl (S)-(4-chloro-3-oxo-1-phenylbutan-2-yl)carbamate ClCC([C@H](CC1=CC=CC=C1)NC(OC(C)(C)C)=O)=O